C(C)OC(=O)C=1C(N(C(N(C1N)C1CC1)=O)C)=O 6-amino-1-cyclopropyl-3-methyl-2,4-dioxo-1,2,3,4-tetrahydropyrimidine-5-carboxylic acid ethyl ester